2-(3-acetyl-2-fluorophenyl)-2,2-difluoroacetic acid ethyl ester C(C)OC(C(F)(F)C1=C(C(=CC=C1)C(C)=O)F)=O